(S)-1,4-di-tert-butoxy-1,4-dioxobutan C(C)(C)(C)OC(CCC(=O)OC(C)(C)C)=O